bicycloheptylidene C1(CCCCCC1)=C1CCCCCC1